5-(tert-butyl)-N-(2-cyclopropyl-3-fluoro-4-(pyrrolo[2,1-f][1,2,4]triazin-4-yl)benzyl)-1,2,4-oxadiazole-3-carboxamide C(C)(C)(C)C1=NC(=NO1)C(=O)NCC1=C(C(=C(C=C1)C1=NC=NN2C1=CC=C2)F)C2CC2